CC=1N=CN(C1C)C1=NC=CC(=C1)C(C)=O 1-(2-(4,5-dimethyl-1H-imidazol-1-yl)pyridin-4-yl)ethan-1-one